1-Methoxy-2-amino-4-(2-hydroxyethyl-amino)benzol COC1=C(C=C(C=C1)NCCO)N